FC(C(=O)O)(F)F.C1(CC1)N(C(C(F)F)=O)CC1N2CCC(C1=O)(CC2)C N-cyclopropyl-2,2-difluoro-N-((4-methyl-3-oxoquinuclidin-2-yl)methyl)acetamide 2,2,2-trifluoroacetate